isobutyryl-3'-O-methylthiomethyl-5'-O-tert-butyldimethylsilyl-2'-deoxyguanosine C(C(C)C)(=O)[C@@]1(C[C@H](OCSC)[C@@H](CO[Si](C)(C)C(C)(C)C)O1)N1C=NC=2C(=O)NC(N)=NC12